FC1(CN(CC1)C1=NC(=CC(=N1)C1=NN=C(O1)C1=C(C=C(C=C1)NS(=O)(=O)CCO)N1CCC2(CC2)CC1)C)F N-(4-(5-(2-(3,3-difluoropyrrolidin-1-yl)-6-methylpyrimidin-4-yl)-1,3,4-oxadiazol-2-yl)-3-(6-azaspiro[2.5]octane-6-yl)phenyl)-2-hydroxyethane-1-sulfonamide